methyl 8-methoxy-2-(6-propylpyridin-3-yl)-2,3-dihydrobenzo[B][1,4]dioxin-6-carboxylate COC1=CC(=CC2=C1OC(CO2)C=2C=NC(=CC2)CCC)C(=O)OC